N,N-dimethyl-1-(5-(4-(2-oxopyrrolidin-1-yl)phenyl)pyridin-3-yl)-1H-pyrrolo[3,2-b]pyridine-6-carboxamide CN(C(=O)C=1C=C2C(=NC1)C=CN2C=2C=NC=C(C2)C2=CC=C(C=C2)N2C(CCC2)=O)C